CS(=O)(=O)OCCC1=CC=C(C=C1)B1OC(C(O1)(C)C)(C)C 4-(4,4,5,5-tetramethyl-1,3,2-dioxaborolan-2-yl)phenethyl methanesulfonate